N1(CCNCC1)CC1=CC=C(C=C1)C=1C=C2C(=NNC2=CC1)C(=O)NC1=CC=NC=C1 5-(4-(piperazin-1-ylmethyl)phenyl)-N-(pyridin-4-yl)-1H-indazole-3-carboxamide